decane-2,4-dione hydrochloride Cl.CC(CC(CCCCCC)=O)=O